N1C[C@H](CC1)OC=1SC=C(N1)C(F)(F)F (S)-2-(pyrrolidin-3-yloxy)-4-(trifluoromethyl)thiazole